tert-butyl (2R)-2-(((4-(4-((benzyloxy)carbonyl)-3-(cyanomethyl)piperazin-1-yl)-7-(naphthalen-1-yl)-5,6,7,8-tetrahydropyrido[3,4-d]pyrimidin-2-yl)oxy)methyl)morpholine-4-carboxylate C(C1=CC=CC=C1)OC(=O)N1C(CN(CC1)C=1C2=C(N=C(N1)OC[C@H]1CN(CCO1)C(=O)OC(C)(C)C)CN(CC2)C2=CC=CC1=CC=CC=C21)CC#N